C(C)(C)(C)OC(=O)N1CC(C1)C1=C(C=C(C=C1C)C(C)(C)N1CCC(CC1)C(=O)OC)C methyl 1-(2-(4-(1-(tert-butoxycarbonyl)azetidin-3-yl)-3,5-dimethyl-phenyl)propan-2-yl)piperidine-4-carboxylate